L-arginylglycyl-L-alpha-asparaginyl-L-serine N[C@@H](CCCNC(N)=N)C(=O)NCC(=O)N[C@@H](CC(=O)N[C@@H](CO)C(=O)O)C(N)=O